4-(((S)-1-methoxy-3-methyl-1-oxobutan-2-yl)(methyl)carbamoyl)-3-methylpiperazine-1-carboxylate COC([C@H](C(C)C)N(C(=O)N1C(CN(CC1)C(=O)[O-])C)C)=O